C[C@H]1COC2=C(CN1C(=O)C1CCNCC1)C=CC(=C2)C(=O)OC Methyl (S)-3-methyl-4-(piperidine-4-carbonyl)-2,3,4,5-tetrahydrobenzo[f][1,4]oxazepine-8-carboxylate